N1CC(C1)OC1=CC(=C(C=C1)C=1N(C2=NC=NC(=C2N1)OC1(CC1)C)CC1=NC=CC(=C1)C)Cl 8-(4-(azetidin-3-yloxy)-2-chlorophenyl)-6-(1-methylcyclopropoxy)-9-((4-methylpyridin-2-yl)methyl)-9H-purine